C(CCCC)(=O)N[Nb] Pentamidoniobium